CN(C)C=C1C(OCC2=CC=CC=C12)=O 4-((dimethylamino)methylene)isochroman-3-one